N1-(5-(4-fluoro-1-isopropyl-2-methyl-1H-benzo[d]imidazol-6-yl)pyrrolo[2,1-f][1,2,4]triazin-2-yl)cyclohexane-1,4-diamine FC1=CC(=CC=2N(C(=NC21)C)C(C)C)C=2C=CN1N=C(N=CC12)NC1CCC(CC1)N